4-(5,7-di-tert-butylbenzo[d]oxazol-2-yl)benzonitrile C(C)(C)(C)C=1C=C(C2=C(N=C(O2)C2=CC=C(C#N)C=C2)C1)C(C)(C)C